ClC=1C=C2C[C@H](COC2=CC1)C(=O)C1=CN(C2=CC(=CC=C12)C=1C=NNC1OC)CCO [(3R)-6-Chlorochroman-3-yl]-[6-(5-methoxy-1H-pyrazol-4-yl)-1-(2-oxidanylethyl)indol-3-yl]methanone